(3,5-difluoro-4-((7-(2-(methylamino)ethoxy)quinolin-4-yl)oxy)phenyl)-2-fluoro-4-methoxypyridine-3-carboxamide FC=1C=C(C=C(C1OC1=CC=NC2=CC(=CC=C12)OCCNC)F)C=1C(=C(C(=NC1)F)C(=O)N)OC